5-((1-(5-Fluoro-1-methyl-1H-pyrazol-4-yl)-1H-indazol-6-yl)oxy)-5,6,7,8-tetrahydronaphthalene-2-carbonitrile FC1=C(C=NN1C)N1N=CC2=CC=C(C=C12)OC1C=2C=CC(=CC2CCC1)C#N